5-bromo-N-methoxy-6-methylpyridineamide BrC=1C=CC(=NC1C)C(=O)NOC